N-(6-HYDROXY-1-METHYL-1H-INDAZOL-7-YL)-6-(4-(TRIFLUOROMETHYL)-1H-PYRAZOL-1-YL)PYRIDINE-3-SULFONAMIDE OC1=CC=C2C=NN(C2=C1NS(=O)(=O)C=1C=NC(=CC1)N1N=CC(=C1)C(F)(F)F)C